C(C)(C)(C)N1CCN(CC1)C1=NC(=C(C=C1)[N+](=O)[O-])NC1=CC(=NC=C1)NC(=O)N1CCCCC1 Tert-butyl-4-[5-nitro-6-({2-[(piperidine-1-carbonyl)amino]Pyridin-4-yl}amino)pyridin-2-yl]Piperazine